methyl 2-methyl-6-[1-methyl-5-(trifluoromethylsulfonyloxy)pyrazol-4-yl]pyridine-4-carboxylate CC1=NC(=CC(=C1)C(=O)OC)C=1C=NN(C1OS(=O)(=O)C(F)(F)F)C